C/C/1=C\\CC/C(=C\\CC/C(=C/[C@H]2[C@@H](CC1)C(=C)C(=O)O2)/C)/C(=O)O The molecule is a cembrane diterpenoid isolated from Lobophytum hedleyi and Lobophytum. It exhibits anti-HIV-1 activity. It has a role as an anti-HIV-1 agent and a coral metabolite. It is a gamma-lactone, a monocarboxylic acid and a cembrane diterpenoid.